N-(3-amino-7-chloro-4-(2-chloro-5-fluorophenoxy)-1-methyl-1H-indazol-5-yl)benzo[b]thiophene-3-carboxamide NC1=NN(C2=C(C=C(C(=C12)OC1=C(C=CC(=C1)F)Cl)NC(=O)C=1C2=C(SC1)C=CC=C2)Cl)C